1-(2-(2-oxa-6-azaspiro[3.3]heptane-6-yl)ethyl)-1,3-dihydro-2H-benzo[d]imidazole-2-one C1OCC12CN(C2)CCN2C(NC1=C2C=CC=C1)=O